4-amino-1-(4-methoxybenzyl)-3-methyl-1H-pyrazole-5-carboxylic acid ethyl ester C(C)OC(=O)C1=C(C(=NN1CC1=CC=C(C=C1)OC)C)N